trimethyltrimethoxydisilane C[Si]([Si](OC)(OC)OC)(C)C